C(C1=CC=CC=C1)OC(=O)N1CC2(C1)CC(C2)NC2=CC(=NC(=N2)Cl)C(=O)O 6-((2-((benzyloxy)carbonyl)-2-azaspiro[3.3]heptan-6-yl)amino)-2-chloropyrimidine-4-carboxylic acid